CC1=C(C=CC(=C1)B(O)O)C1=CC=CC=C1 2-methyl-[1,1'-biphenyl]-4-boronic acid